4-(4-(ethylsulfonamido)-3-fluorophenyl)-1H-pyrrolo[2,3-b]pyridin C(C)S(=O)(=O)NC1=C(C=C(C=C1)C1=C2C(=NC=C1)NC=C2)F